2,2'-(1,4-phenylene)-bis-(4H-3,1-benzoxazin-4-one) C1(=CC=C(C=C1)C1=NC2=C(C(O1)=O)C=CC=C2)C2=NC1=C(C(O2)=O)C=CC=C1